ClC=1C=NN(C(C1Cl)=O)CC(=O)NCCC1=C(C=CC=C1Cl)Cl 2-(4,5-dichloro-6-oxopyridazin-1(6H)-yl)-N-(2,6-dichlorophenethyl)acetamide